C(C)(C)(C)OC(NC1CCC(CC1)CN1C(NC2=C1C=CC=C2)=O)=O ((1s,4s)-4-((2-oxo-2,3-dihydro-1H-benzo[d]imidazol-1-yl)methyl)cyclohexyl)carbamic acid tert-butyl ester